C1(=CC=CC=C1)C=1C=2N(C3=CC=C(C=C3N1)C(=O)N1CCCCC1)C=CN2 (4-phenylimidazo[1,2-a]quinoxalin-7-yl)(piperidin-1-yl)methanone